N1(CCNCC1)C(=O)C1=CC=C(C=C1)N1CCC1 1-(4-(piperazine-1-carbonyl)phenyl)azetidine